3-bromo-5-[3-fluoro-5-(trifluoromethyl)phenoxy]-1-(prop-2-yl)-1H-1,2,4-triazole BrC1=NN(C(=N1)OC1=CC(=CC(=C1)C(F)(F)F)F)C(C)C